C(C)(C)(C)OC(=O)N1CCC(=CC1)C1=NC=C(C=C1F)N 5-amino-3-fluoro-3',6'-dihydro-[2,4'-bipyridine]-1'(2'H)-carboxylic acid tert-butyl ester